C(C)(CC)C1N=C2N(C(=NC=3C=CC=CC23)SC(C(=O)NC2=C(C=CC=C2)C)CC)C1=O 2-((2-(sec-butyl)-3-oxo-2,3-dihydroimidazo[1,2-c]quinazolin-5-yl)thio)-N-(o-tolyl)butanamide